(S)-1-propylpyrrolidin C(CC)N1CCCC1